3-(1-oxo-4-((4-(piperazin-1-yl)piperidin-1-yl)methyl)isoindolin-2-yl)piperidine-2,6-dione O=C1N(CC2=C(C=CC=C12)CN1CCC(CC1)N1CCNCC1)C1C(NC(CC1)=O)=O